methyl 3-(3-(4-methoxybenzyl)-2,4-dioxotetrahydropyrimidin-1(2H)-yl)benzofuran-6-carboxylate COC1=CC=C(CN2C(N(CCC2=O)C2=COC3=C2C=CC(=C3)C(=O)OC)=O)C=C1